methylmalonyl-Coenzyme A CC(C(=O)SCCNC(CCNC([C@@H](C(COP(OP(OC[C@@H]1[C@H]([C@H]([C@@H](O1)N1C=NC=2C(N)=NC=NC12)O)OP(=O)(O)O)(=O)O)(=O)O)(C)C)O)=O)=O)C(=O)O